4-[3-cyano-5-(5-methyl-1,3-thiazol-2-yl)phenoxy]-2-(trifluoromethyl)piperidine-1-carboxylic acid tert-butyl ester C(C)(C)(C)OC(=O)N1C(CC(CC1)OC1=CC(=CC(=C1)C=1SC(=CN1)C)C#N)C(F)(F)F